ClC1=C2C(=C(N=N1)C)C=NC(=C2)N2CC1NC(C2)C1 3-(1-chloro-4-methylpyrido[3,4-d]pyridazin-7-yl)-3,6-diazabicyclo[3.1.1]heptane